4-(5-(2,6-dimethylphenoxy)-1-methyl-2-oxo-1,2-dihydropyridin-4-yl)-6-methyl-2-(4-(methylsulfonyl)phenyl)-1,6-dihydro-7H-pyrrolo[2,3-c]pyridin-7-one CC1=C(OC=2C(=CC(N(C2)C)=O)C=2C3=C(C(N(C2)C)=O)NC(=C3)C3=CC=C(C=C3)S(=O)(=O)C)C(=CC=C1)C